C(CCCCC(=O)OCCOCCOCCCC)(=O)OCCOCCOCCCC Di(butoxyethoxyethyl) adipate